methyl chlorooleate CCCCCCCC/C=C\CCCCCCC(C(=O)OC)Cl